N(=[N+]=[N-])[C@@H]1CCC2=C(C=CC(=C12)F)C1=C(C=C(C=C1C)C=1N=NN(N1)C)C 5-[4-((R)-1-azido-7-fluoro-indan-4-yl)-3,5-dimethyl-phenyl]-2-methyl-2H-tetrazole